OC1=CC=C(C=C)C=C1 para-hydroxy-styrene